NC=1C2=C(N=CN1)N(C(=C2C2=NC=C(C=C2)OC2=NC=C(C=N2)F)C2=CC=C(C=C2)NC(C(=C)C)=O)C N-(4-(4-amino-5-(5-((5-fluoropyrimidin-2-yl)oxy)pyridin-2-yl)-7-methyl-7H-pyrrolo[2,3-d]pyrimidin-6-yl)phenyl)methacrylamide